BrC=1C2=C(SC1C(F)(F)P(O)(O)=O)C(=CC(=C2)C(N)=O)OCC[C@H]2CCNS2(=O)=O |o1:23| (R or S)-((3-bromo-5-carbamoyl-7-(2-(1,1-dioxidoisothiazolidin-5-yl)ethoxy)benzo[b]thiophen-2-yl)difluoromethyl)phosphonic acid